1-((1S,2aS,7bR)-7b-(furan-2-carbonyl)-2a-methyl-1-(pyridin-2-yl)-1,2,2a,7b-tetrahydro-3H-cyclobuta[b]indol-3-yl)ethan-1-one O1C(=CC=C1)C(=O)[C@@]12[C@@](N(C=3C=CC=CC13)C(C)=O)(C[C@@H]2C2=NC=CC=C2)C